BrC1(COCOC1)[N+](=O)[O-] 5-bromo-5-nitro-1,3-dioxan